IC=1N=C(N(N1)C1=NC=C(C=C1)C(=O)N1CCOCC1)C(C)N1C(C2=CC=CC=C2C1=O)=O 2-[1-[5-iodo-2-[5-(morpholine-4-carbonyl)-2-pyridyl]-1,2,4-triazol-3-yl]ethyl]isoindoline-1,3-dione